benzyl 4-cyanoazepane-1-carboxylate C(#N)C1CCN(CCC1)C(=O)OCC1=CC=CC=C1